O1N=C(C2=C1C=CC=C2)N2C(NC1(CC(C1)C1=CC=CC=C1)C2=O)=O 7-(1,2-benzoxazol-3-yl)-2-phenyl-5,7-diazaspiro[3.4]octane-6,8-dione